NC=1NC(C=2N=CN(C2N1)[C@H]1[C@@H]([C@H]2O[Si](O[Si](OC[C@@H]2O1)(C(C)C)C(C)C)(C(C)C)C(C)C)O)=O 2-Amino-9-((6aS,8R,9R,9aR)-9-hydroxy-2,2,4,4-tetraisopropyltetrahydro-6H-furo[3,2-f][1,3,5,2,4]trioxadisilocin-8-yl)-1,9-dihydro-6H-purin-6-one